FC=1C=C(C=C2C=CC=NC12)/C=C/C(=O)OCC Ethyl (E)-3-(8-fluoroquinolin-6-yl)acrylate